ClC=1C=C2C(C(=CN(C2=CC1N1[C@H](CCC1)COC1=NC=CC=C1Cl)C=1C=NC(=CC1)N1CC(C1)O)C(=O)O)=O (R)-6-chloro-7-(2-(((3-chloropyridin-2-yl)oxy)methyl)pyrrolidin-1-yl)-1-(6-(3-hydroxy-azetidin-1-yl)pyridin-3-yl)-4-oxo-1,4-dihydroquinoline-3-carboxylic acid